(2-bromo-5-chlorothien-3-yl)carbamic acid tert-butyl ester C(C)(C)(C)OC(NC1=C(SC(=C1)Cl)Br)=O